2-[6,6-dimethyl-1-(Oxan-2-yl)-5,7-dihydro-4H-indazol-3-yl]-1H-indol-6-amine CC1(CCC=2C(=NN(C2C1)C1OCCCC1)C=1NC2=CC(=CC=C2C1)N)C